FC(C=1C=C(C=CC1F)C=1C=C2C(=NC1)C=NN2CC=2OC(=NN2)C)F 2-[[6-[3-(Difluoromethyl)-4-fluoro-phenyl]pyrazolo[4,3-b]pyridin-1-yl]methyl]-5-methyl-1,3,4-oxadiazole